N-(tert-butyl)-3-((2R,5S)-4-(6-cyano-1-methyl-2-oxo-1,2-dihydro-1,5-naphthyridin-4-yl)-2,5-dimethylpiperazin-1-yl)-3-(4-fluorophenyl)propanamide C(C)(C)(C)NC(CC(C1=CC=C(C=C1)F)N1[C@@H](CN([C@H](C1)C)C1=CC(N(C2=CC=C(N=C12)C#N)C)=O)C)=O